ClC=1C(=C(C(=C(C1)/C=C(/C(=O)O)\C)F)C)CC1=CC(=C(C=C1)O)C(C)C (E)-3-(5-chloro-2-fluoro-4-(4-hydroxy-3-isopropylbenzyl)-3-methylphenyl)-2-methylacrylic acid